(3S)-1-(pyridin-3-yl)piperidin-3-amine N1=CC(=CC=C1)N1C[C@H](CCC1)N